2-(difluoro(4-fluorophenoxy)methyl)-5-(1H-tetrazol-5-yl)pyridine FC(C1=NC=C(C=C1)C1=NN=NN1)(OC1=CC=C(C=C1)F)F